N-ethyl-N-isopropylpropanamide C(C)N(C(CC)=O)C(C)C